tert-butyl N-(3-bromo-5-cyclopropylphenyl)carbamate BrC=1C=C(C=C(C1)C1CC1)NC(OC(C)(C)C)=O